(3S,5R)-3-(3-((6-amino-3-methyl-2-oxo-2,3-dihydro-1H-benzo[d]imidazol-4-yl)oxy)propyl)-4,4-difluoro-5-methylpiperidine-1-carboxylic acid tert-butyl ester C(C)(C)(C)OC(=O)N1C[C@@H](C([C@@H](C1)C)(F)F)CCCOC1=CC(=CC=2NC(N(C21)C)=O)N